1-(2-nitrophenyl)-4-(m-tolyl)piperidine [N+](=O)([O-])C1=C(C=CC=C1)N1CCC(CC1)C=1C=C(C=CC1)C